S(=S)(=O)([O-])[O-].[Ag+].[Ag+] silver Thiosulfate